ClC1=C(C(=CC=C1)F)CN1C(=NOC1=O)CN1C(CC(CC1)(F)F)C 4-[(2-chloro-6-fluorophenyl)methyl]-3-[(4,4-difluoro-2-methylpiperidin-1-yl)methyl]-4,5-dihydro-1,2,4-oxadiazol-5-one